6-[4-[methyl-(propionyl)amino]phenyl]-N-(3-pyridinyl)pyridine-3-carboxamide CN(C1=CC=C(C=C1)C1=CC=C(C=N1)C(=O)NC=1C=NC=CC1)C(CC)=O